1,1,1,3,3,3-hexafluoropropan-2-yl (R)-1-((3-fluorophenyl)carbamoyl)-6-azaspiro[2.5]octane-6-carboxylate FC=1C=C(C=CC1)NC(=O)[C@@H]1CC12CCN(CC2)C(=O)OC(C(F)(F)F)C(F)(F)F